COC1=NC=C(C(=N1)OC)C=1C=C(C=2N(N1)C=CN2)[C@@H]2[C@H](C2)C(=O)OCC ethyl (1S,2S)-2-(6-(2,4-dimethoxypyrimidin-5-yl)imidazo[1,2-b]pyridazin-8-yl)cyclopropane-1-carboxylate